3-{6-[4-(4-aminophenyl)piperazine-1-yl]-4-methyl-1-oxo-1,2-dihydrophthalazin-2-yl}piperidine-2,6-dione NC1=CC=C(C=C1)N1CCN(CC1)C=1C=C2C(=NN(C(C2=CC1)=O)C1C(NC(CC1)=O)=O)C